C(C)(=O)OCCCCCC1NC(CNC1)CCCCCOC(C)=O piperazine-2,6-diylbis(pentane-5,1-diyl) diacetate